BrC1=CC=C(C=C1)C=1NC(SC1)N/N=C/C=1N=C(C=2N(C3=CC=CC=C3C2C1)CC1=CC=C(C=C1)F)C(C)C 4-(4-bromophenyl)-2-(((E)-(9-(4-fluorobenzyl)-1-isopropyl-beta-carbolin-3-yl)methylene)hydrazino)-2,3-dihydrothiazole